C(#N)C=1C=CC=C2C(CCOC12)NS(=O)C(C)(C)C N-(8-cyanochroman-4-yl)-2-methyl-propane-2-sulfinamide